FC=1C=C(C=2C(CCCC2C1CCCO)=O)NC(C)=O N-(3-fluoro-4-(3-hydroxypropyl)-8-oxo-5,6,7,8-tetrahydronaphthalen-1-yl)acetamide